2,7-dimethyl-9,10-bis(isobutyryloxy)anthracene CC1=CC2=C(C3=CC(=CC=C3C(=C2C=C1)OC(C(C)C)=O)C)OC(C(C)C)=O